1-(2,2,2-trifluoroethyl)pyridin-2-one FC(CN1C(C=CC=C1)=O)(F)F